FC1=CC=C(C=C1)CSC1=C(C(=NN1C(C1=C(C=CC=C1)OC)=O)C1OCC1C(F)(F)F)OC 5-{[(4-Fluorophenyl)methyl]sulfanyl}-4-methoxy-1-(2-methoxybenzoyl)-3-[3-(trifluoromethyl)oxetan-2-yl]-1H-pyrazol